C(#CC)C=1C(NC(N([C@H]2[C@H](O)[C@H](O)[C@@H](CO)O2)C1)=O)=O C5-Propynyl-Uridin